(2r,6s)-2-(difluoromethyl)-6-(hydroxymethyl)morpholine-4-carboxylic acid tert-butyl ester C(C)(C)(C)OC(=O)N1C[C@@H](O[C@@H](C1)CO)C(F)F